ClC=1C=CC(=NC1)OC1CCC2(C(NC3=CC=C(C=C23)C(=O)NCC)=O)CC1 Cis-4-[(5-chloro-2-pyridyl)oxy]-N-ethyl-2'-oxo-spiro[cyclohexane-1,3'-indoline]-5'-carboxamide